4,4-dimethyl-6-(2-(quinolin-6-yl)-7H-pyrrolo[2,3-d]pyrimidin-5-yl)-3,4-dihydroisoquinolin-1(2H)-one CC1(CNC(C2=CC=C(C=C12)C1=CNC=2N=C(N=CC21)C=2C=C1C=CC=NC1=CC2)=O)C